4-((2'S,3S,4'S,5'R)-5-chloro-4'-(2-chlorophenyl)-2'-neopentyl-1-(3-Nitrobenzyl)spiro[indoline-3,3'-pyrrolidine]-5'-carboxamido)-3-methoxybenzoic acid methyl ester COC(C1=CC(=C(C=C1)NC(=O)[C@H]1[C@@H]([C@@]2([C@@H](N1)CC(C)(C)C)CN(C1=CC=C(C=C12)Cl)CC1=CC(=CC=C1)[N+](=O)[O-])C1=C(C=CC=C1)Cl)OC)=O